C1=CC=CC=2C3=CC=CC=C3C(C12)COC(=O)N(CC(=O)O)CCCC N-(((9H-fluoren-9-yl)methoxy)carbonyl)-N-butylglycine